FC1(CNCCC1NC(=O)C1=C(OC2=C1C=C(C=C2)OCC=2SC=C(N2)C)C)F N-(3,3-difluoropiperidin-4-yl)-2-methyl-5-((4-methylthiazol-2-yl)methoxy)benzofuran-3-carboxamide